(R)-N-(2-methoxy-1-phenylethyl)-2-(piperidin-4-yl)-benzo[d]thiazole-6-carboxamide COC[C@@H](C1=CC=CC=C1)NC(=O)C1=CC2=C(N=C(S2)C2CCNCC2)C=C1